(6-methyl-[2,2'-bipyridin]-3-yl)((1S,4R,6R)-6-((5-(trifluoromethyl)pyridin-2-yl)oxy)-2-azabicyclo[2.2.2]oct-2-yl)methanone CC1=CC=C(C(=N1)C1=NC=CC=C1)C(=O)N1[C@@H]2[C@@H](C[C@H](C1)CC2)OC2=NC=C(C=C2)C(F)(F)F